N-[2-cyano-5-[[2,6-dibromo-4-[1,2,2,3,3,3-hexafluoro-1-trifluoromethylpropyl]phenyl]carbamoyl]phenyl]-2-methylbenzamide C(#N)C1=C(C=C(C=C1)C(NC1=C(C=C(C=C1Br)C(C(C(F)(F)F)(F)F)(C(F)(F)F)F)Br)=O)NC(C1=C(C=CC=C1)C)=O